5-(4-Bromo-3-methylthiophen-2-yl)-1H-tetrazole BrC=1C(=C(SC1)C1=NN=NN1)C